C(CCCCCCCCCCC)NCCCN N-Dodecyl-1,3-propandiamin